COC1=CC=C(OC/C=C/C2=CC=C3CCC(C3=C2)=O)C=C1 (E)-6-(3-(4-methoxyphenoxy)prop-1-en-1-yl)-2,3-dihydro-1H-inden-1-one